BrC=1C=CC(=C(C=CC2=CC([C@@H]3C([C@H]2C3)(C)C)=O)C1)OC (1s,5r)-4-(5-bromo-2-methoxystyryl)-6,6-dimethylbicyclo[3.1.1]hept-3-en-2-one